C(CCC=C)OC(C(=C)CC(=O)OCCCC=C)=O Di(4-pentenyl)Itaconate